CC1=CC2=C(N=C(O2)NC=2OC3=C(N2)C=C(C=C3)C(=O)N)C=C1 2-((6-methylbenzo[d]oxazol-2-yl)amino)benzo[d]oxazole-5-carboxamide